BrC=1SC=2[C@H](N(CCC2N1)C(=O)OC(C)(C)C)C (R)-tert-butyl 2-bromo-4-methyl-6,7-dihydrothiazolo[5,4-c]pyridine-5(4H)-carboxylate